(2S,6R)-11-bromo-N-[(1R)-1-[2-fluoro-3-(trifluoromethyl)phenyl]ethyl]-1,7-diazatricyclo[6.4.0.02,6]dodeca-7,9,11-triene-9-carboxamide BrC=1C=C(C2=N[C@@H]3CCC[C@@H]3N2C1)C(=O)N[C@H](C)C1=C(C(=CC=C1)C(F)(F)F)F